(S)-3-(4-bromophenyl)piperidine-1-carboxylic acid tert-butyl ester C(C)(C)(C)OC(=O)N1C[C@@H](CCC1)C1=CC=C(C=C1)Br